N4-cyclohexyl-2-methyl-N2-(2-methylpropyl)-2,4-pentanediamine C1(CCCCC1)NC(CC(C)(NCC(C)C)C)C